4-[5-(aminomethyl)pyrimidin-2-yl]-3-[6-(2,2-dimethylmorpholin-4-yl)-2-methylpyrimidin-4-yl]oxybenzonitrile NCC=1C=NC(=NC1)C1=C(C=C(C#N)C=C1)OC1=NC(=NC(=C1)N1CC(OCC1)(C)C)C